COC1=C(C=NN2C(=NN=C2C)S)C=CC=C1 4-((2-methoxybenzylidene)amino)-5-methyl-4H-1,2,4-triazole-3-thiol